magnesium L-ascorbic acid phosphate P(=O)([O-])([O-])[O-].O=C1C(O)=C(O)[C@H](O1)[C@@H](O)CO.[Mg+2].P(=O)([O-])([O-])[O-].[Mg+2].[Mg+2]